[O-2].[Ag+].[Ti+4] titanium silver oxide